COC1=CC2=C(SC(=C2)C(=O)OC)C=C1OC Methyl 5,6-dimethoxybenzo[b]thiophene-2-carboxylate